5-(4-phenylpiperazine-1-carbonyl)-2-propoxybenzoic acid C1(=CC=CC=C1)N1CCN(CC1)C(=O)C=1C=CC(=C(C(=O)O)C1)OCCC